C(C)OC(CCC1=CC(=C(C=C1)C)COCC1=CC=C(C=C1)OC)=O 3-(3-(((4-methoxybenzyl)oxy)methyl)-4-methylphenyl)propionic acid ethyl ester